ClC1=NC=C(C(=C1)N1CCC(CC1)(C)CN(C)C)C#CC=1C=NN(C1)C 1-(1-(2-chloro-5-((1-methyl-1H-pyrazol-4-yl)ethynyl)pyridin-4-yl)-4-methylpiperidin-4-yl)-N,N-dimethylmethylamine